C(C)(C)(C)OC(=O)N1CC(C1)(C(C)C)C#N.FC=1C=C(C=C(C1)F)C#C 3,5-difluorophenyl-acetylene tert-butyl-3-cyano-3-isopropylazetidine-carboxylate